N-(3-(3-(trifluoromethyl)phenyl)propyl)piperidin-4-amine FC(C=1C=C(C=CC1)CCCNC1CCNCC1)(F)F